(S)-N-(4-(4-amino-2-butyl-1H-imidazo[4,5-c]quinolin-1-yl)butyl)-4-(2-amino-5-ureidopentanamido)-3,5-difluorobenzamide NC1=NC=2C=CC=CC2C2=C1N=C(N2CCCCNC(C2=CC(=C(C(=C2)F)NC([C@H](CCCNC(=O)N)N)=O)F)=O)CCCC